7-Bromo-2-phenyl-1H-benzo[e]benzimidazol BrC1=CC2=C(C3=C(N=C(N3)C3=CC=CC=C3)C=C2)C=C1